C(C(C(CS)O)O)S 1,4-Dithiothreitol